2,6-dichloro-adenosine ClC1=NC(C2=NCN([C@H]3[C@H](O)[C@H](O)[C@@H](CO)O3)C2=N1)(N)Cl